C(C)(C)(C)[S@@](=O)\N=C/1\C2=CC=CC=C2CC12CCN(CC2)C(=O)OC(C)(C)C tert-Butyl (R,E)-1-((tert-butylsulfinyl)imino)-1,3-dihydrospiro[indene-2,4'-piperidine]-1'-carboxylate